trans-4-(3-Methyl-5-(4-(pyridin-2-yloxy)cyclohexyl)-4H-1,2,4-triazol-4-yl)benzonitril CC1=NN=C(N1C1=CC=C(C#N)C=C1)[C@@H]1CC[C@H](CC1)OC1=NC=CC=C1